CCCCN1CCCC1 N-butylpyrrolidine